4-(4-(4-Acryloylpiperazin-1-yl)piperidin-1-yl)-6-(1-(2-methoxyethyl)-1H-pyrazol-4-yl)pyrazolo[1,5-a]pyridine-3-carbonitrile C(C=C)(=O)N1CCN(CC1)C1CCN(CC1)C=1C=2N(C=C(C1)C=1C=NN(C1)CCOC)N=CC2C#N